tert-Butyl N-[3-chloro-4-[[2-[3-(trifluoromethyl) pyrrolidin-1-yl]-4-pyridyl]oxy]phenyl]carbamate ClC=1C=C(C=CC1OC1=CC(=NC=C1)N1CC(CC1)C(F)(F)F)NC(OC(C)(C)C)=O